2-(4,4-difluorocyclohexyl)-6-((((S)-2-((S)-2,2-dimethylcyclopropane-1-carbonyl)-6-(1-(4-fluorobenzyl)-1H-pyrazole-4-carbonyl)-2,6-diazaspiro[3.4]octan-8-yl)methoxy)methyl)benzoic acid FC1(CCC(CC1)C1=C(C(=O)O)C(=CC=C1)COC[C@@H]1CN(CC12CN(C2)C(=O)[C@@H]2C(C2)(C)C)C(=O)C=2C=NN(C2)CC2=CC=C(C=C2)F)F